(4-(benzyloxy)-2-((2R,3S,4S,5R)-3-(3,4-difluoro-2-methoxyphenyl)-4,5-dimethyl-5-(trifluoromethyl)tetrahydrofuran-2-yl)-6-methylpyrimidin-5-yl)methanol C(C1=CC=CC=C1)OC1=NC(=NC(=C1CO)C)[C@@H]1O[C@]([C@H]([C@H]1C1=C(C(=C(C=C1)F)F)OC)C)(C(F)(F)F)C